CN1N=CC(=C1)C1=NC=CC(=C1)OC=1C=C2C(N(C=NC2=CC1)CCN1CCCCC1)=O 6-{[2-(1-methylpyrazol-4-yl)-4-pyridyl]oxy}-3-[2-(1-piperidyl)ethyl]quinazolin-4-one